N-(tetrahydro-2H-pyran-4-yl)-4-(4-((trans-4-((5-(trifluoromethyl)pyridin-2-yl)amino)cyclohexyl)sulfonyl)phenyl)pyridin-2-amine O1CCC(CC1)NC1=NC=CC(=C1)C1=CC=C(C=C1)S(=O)(=O)[C@@H]1CC[C@H](CC1)NC1=NC=C(C=C1)C(F)(F)F